6,7-dichloro-3-methyl-2-(1-(oxetan-3-ylmethyl)azetidin-3-yl)quinazolin-4(3H)-one ClC=1C=C2C(N(C(=NC2=CC1Cl)C1CN(C1)CC1COC1)C)=O